(2r,4s)-2-[4-(1-methyl-1H-pyrazol-5-yl)piperidin-1-yl]-6-azaspiro[3.4]octane-6-carboxylic acid ethyl ester citrate C(CC(O)(C(=O)O)CC(=O)O)(=O)O.C(C)OC(=O)N1CC2(CC(C2)N2CCC(CC2)C2=CC=NN2C)CC1